C(C)(C)(C)OC(=O)N1CCNCCC1 1,4-diazacycloheptane-1-carboxylic acid tert-butyl ester